methyl 2-(bromomethyl)-4-(2-(4-(bromomethyl)-3-(methoxycarbonyl)phenoxy)ethoxy)benzoate BrCC1=C(C(=O)OC)C=CC(=C1)OCCOC1=CC(=C(C=C1)CBr)C(=O)OC